2-((4-(1H-Pyrazol-1-yl)phenyl)(4-((7-chloroquinazolin-4-yl)amino)pentyl)amino)ethan-1-ol N1(N=CC=C1)C1=CC=C(C=C1)N(CCO)CCCC(C)NC1=NC=NC2=CC(=CC=C12)Cl